(S)-3-(5-(1-Methyl-1H-pyrazol-4-yl)-4-(2-methylpiperazin-1-yl)-7H-pyrrolo[2,3-d]pyrimidin-7-yl)benzonitrile CN1N=CC(=C1)C1=CN(C=2N=CN=C(C21)N2[C@H](CNCC2)C)C=2C=C(C#N)C=CC2